4-[(3S)-3-amino-3-methylpyrrolidin-1-yl]-N-[(1S)-1-cyclopropylethyl]-2'-methoxy-2-methyl-[3,4'-bipyridine]-5-carboxamide N[C@@]1(CN(CC1)C1=C(C(=NC=C1C(=O)N[C@@H](C)C1CC1)C)C1=CC(=NC=C1)OC)C